5-(((6aR,8R)-6a-ethyl-2-(2-hydroxy-3-methylphenyl)-5,6,6a,7,8,9-hexahydropyrrolo[1',2':4,5]pyrazino[2,3-c]pyridazin-8-yl)oxy)-3,4-dimethylpicolinaldehyde C(C)[C@]12N(C=3C(=NN=C(C3)C3=C(C(=CC=C3)C)O)NC1)C[C@@H](C2)OC=2C(=C(C(=NC2)C=O)C)C